FC(C(=O)N1CCN(CC1)C1=C2CCCN(C2=CC=C1)C1=NC=2N(C3=CC=CC(=C13)F)C(=NN2)C)F 2,2-difluoro-1-[4-[1-(6-fluoro-1-methyl-[1,2,4]triazolo[4,3-a]quinazolin-5-yl)-3,4-dihydro-2H-quinolin-5-yl]piperazin-1-yl]ethanone